ClC1=NC=C2C=C(N3C(C2=C1)=CC=N3)C=3C(=CC(=NC3)C(=O)O)C 5-(9-chloropyrazolo[5,1-a][2,6]naphthyridin-5-yl)-4-methylpyridinecarboxylic acid